C(C)(C)(C)N(OC(C)C1=CC=CC=C1)OC(C(C)C)C1=CC=CC=C1 N-t-butyl-N-(2-methyl-1-phenylpropyl)-oxy-(1-phenylethyl)hydroxylamine